O1COC2=C1C=CC=C2CNCC2=CC=C(C=C2)C2=CC=CC=C2 N-(1,3-benzodioxol-4-ylmethyl)-1-(4-phenylphenyl)methanamine